FC(C)(F)C1=NC=CC(=N1)NC1=C(C=NC(=C1)NC(C)=O)C1=NC=C(C=C1)CN1[C@@H](COCC1)C (R)-N-(4'-((2-(1,1-difluoroethyl)pyrimidin-4-yl)amino)-5-((3-methylmorpholino)methyl)-[2,3'-bipyridin]-6'-yl)acetamide